8-ethoxy-N-((3r,4s)-3-methyl-1-((1-methyl-1H-pyrazol-4-yl)sulfonyl)piperidin-4-yl)-7-(1H-pyrazol-4-yl)-[1,2,4]triazolo[1,5-a]pyridin-2-amine C(C)OC=1C=2N(C=CC1C=1C=NNC1)N=C(N2)N[C@@H]2[C@@H](CN(CC2)S(=O)(=O)C=2C=NN(C2)C)C